(2S,3S)-1-(tert-butoxycarbonyl)-2-methylpyrrolidine-3-carboxylic acid C(C)(C)(C)OC(=O)N1[C@H]([C@H](CC1)C(=O)O)C